2,2-dimethyl-3-{3-[(2R)-1-{[(R)-phenyl((3R)-1H,2H,3H,4H-pyrido[2,3-b]pyrazin-3-yl)methyl]amino}propan-2-yl]phenyl}propanoic acid CC(C(=O)O)(CC1=CC(=CC=C1)[C@H](CN[C@@H]([C@H]1CNC2=C(N1)N=CC=C2)C2=CC=CC=C2)C)C